C1(=CC=CC=C1)C(C1=CC=CC=C1)=NC=1C=C(C=2N(C1)C=C(N2)C)C#N 6-((diphenylmethylene)amino)-2-methylimidazo[1,2-a]pyridine-8-carbonitrile